FC(C(=O)O)(F)F.NCCN(C1=C(C(=C(C(=N1)SC1(CC=CC=C1)CC(=O)N)C#N)CC)C#N)C 2-((6-((2-aminoethyl)(methyl)amino)-3,5-dicyano-4-ethylpyridin-2-yl)thio)-2-benzeneAcetic acid amide, trifluoroacetic acid salt